C(C1CO1)OC1=C(C=CC=C1)CCCCC amylPhenyl glycidyl ether